FC(OC1=CC=C(C=C1)C1=NC(=NC2=CC=CC=C12)CNC(C=C)=O)(F)F N-((4-(4-(trifluoromethoxy)phenyl)quinazolin-2-yl)methyl)acrylamide